BrC1=CC(=C2C=CC=NC2=C1)OC 7-bromo-5-methoxyquinoline